4-bromo-1-(2-methoxyethyl)triazole BrC=1N=NN(C1)CCOC